din-propyl peroxydicarbonate C(=O)(OCCC)OOC(=O)OCCC